CC1=C(C2=CC=C(C=C2C=C1)C)C(=O)[O-] 2,6-dimethylnaphthalate